ClC1=CC(=NC(=N1)COCC)C1=NC=2C=CC3=C(C2C=C1)C1=C(S3)CN[C@@H](CN1)C (R)-3-(6-chloro-2-(ethoxymethyl)pyrimidin-4-yl)-10-methyl-9,10,11,12-tetrahydro-8H-[1,4]diazepino[5',6':4,5]thieno[3,2-f]quinolin